[BH4-].[Na+].FC1=CC=C(C=C1)[C@@H]1N(C[C@H]([C@@H](C1)O)C)C(=O)OC(C)(C)C |&1:13| rac-tert-butyl (2R,5R)-2-(4-fluorophenyl)-4-hydroxy-5-methyl-piperidine-1-carboxylate Sodium Borohydride